2,N,N-trimethyl-tryptamine CC1=C(CCN(C)C)C2=CC=CC=C2N1